Methyl 2-(pyridin-3-yl)-2H-indazole-4-carboxylate N1=CC(=CC=C1)N1N=C2C=CC=C(C2=C1)C(=O)OC